N-acetyl-3-aminopropyl-trimethoxysilane C(C)(=O)NCCC[Si](OC)(OC)OC